(S)-2-(2-(2-bromo-4-(trifluoromethoxy)phenoxy)acetyl)-8-(2-fluoro-5-hydroxy-3-(trifluoromethyl)phenyl)-1,3,4,12a-tetrahydrobenzo[e]pyrazino[1,2-a][1,4]diazepine-6,12(2H,11H)-dione BrC1=C(OCC(=O)N2C[C@@H]3N(C(C4=C(NC3=O)C=CC(=C4)C4=C(C(=CC(=C4)O)C(F)(F)F)F)=O)CC2)C=CC(=C1)OC(F)(F)F